4-chloro-11-(methoxymethyl)-8,8-dimethyl-7,10-dihydro-8H-pyrano[3'',4'':5',6']pyrido[3',2':4,5]thieno[3,2-d]pyrimidine ClC=1C2=C(N=CN1)C1=C(S2)N=C2C(=C1COC)COC(C2)(C)C